C(C)C=1C(=CC=C2C=C(C=C(C12)C1=C(C=C2C(=NC(=NC2=C1F)OC[C@]12CCCN2C[C@@H](C1)F)N1C[C@@](CCC1)(O)C)F)O)F (R)-1-((R)-7-(8-ethyl-7-fluoro-3-hydroxynaphthalen-1-yl)-6,8-difluoro-2-(((2R,7aS)-2-fluorotetrahydro-1H-pyrrolizin-7a(5H)-yl)methoxy)quinazolin-4-yl)-3-methylpiperidin-3-ol